N-(2-(4-((1R,5S)-8-cyclopropyl-3,8-diazabicyclo[3.2.1]octan-3-yl)piperidine-1-yl)-5-((6-((R)-3-(3,5-difluorophenyl)isoxazolidine-2-yl)pyrimidine-4-yl)amino)-4-methoxyphenyl)acrylamide C1(CC1)N1[C@H]2CN(C[C@@H]1CC2)C2CCN(CC2)C2=C(C=C(C(=C2)OC)NC2=NC=NC(=C2)N2OCC[C@@H]2C2=CC(=CC(=C2)F)F)NC(C=C)=O